C[C@H]1N[C@@H](CC(C1)N1C(C2=C(N=C(N=C2)C=2C=C(C=3N(C2)C=C(N3)C)F)C=C1)=O)C 6-[(2R,6R)-2,6-dimethyl-4-piperidyl]-2-(8-fluoro-2-methyl-imidazo[1,2-a]pyridin-6-yl)pyrido[4,3-d]pyrimidin-5-one